C(=O)(O)CCCCCN1\C(\C(C2=CC(=CC=C12)S(=O)(=O)O)(C)C)=C\C=C\C=C\C1=[N+](C2=CC=C(C=C2C1(C)C)S(=O)(=O)[O-])CC 2-((1E,3E,5E)-5-(1-(5-carboxypentyl)-3,3-dimethyl-5-sulfoindolin-2-ylidene)penta-1,3-dien-1-yl)-1-ethyl-3,3-dimethyl-3H-indol-1-ium-5-sulfonate